N-ethyl-2-methyl-N-[[4-[5-(trifluoromethyl)-1,2,4-oxadiazol-3-yl]phenyl]-methyl]propanamide C(C)N(C(C(C)C)=O)CC1=CC=C(C=C1)C1=NOC(=N1)C(F)(F)F